(3S,4aS,8aS)-2-{(R)-2-hydroxy-3-[(R)-1-(4-chlorophenyl)ethylamino]propyl}decahydroisoquinoline-3-carboxamide O[C@@H](CN1C[C@H]2CCCC[C@H]2C[C@H]1C(=O)N)CN[C@H](C)C1=CC=C(C=C1)Cl